(+-)-3-(amino)-4-(4-biphenylyl)butyric acid N[C@@H](CC(=O)O)CC1=CC=C(C=C1)C1=CC=CC=C1 |r|